(phenyl)(3-phenyl-1H-indol-2-yl)(2-(trifluoromethoxy)phenyl)methanol C1(=CC=CC=C1)C(O)(C1=C(C=CC=C1)OC(F)(F)F)C=1NC2=CC=CC=C2C1C1=CC=CC=C1